2,2-bis(4-hydroxyphenyl)n-butane OC1=CC=C(C=C1)C(C)(CC)C1=CC=C(C=C1)O